{[(4-chlorophenyl)methyl]amino}-N-{4-[(3-pyridylcarbonylamino)methyl]phenyl}carboxamide ClC1=CC=C(C=C1)CNC(=O)NC1=CC=C(C=C1)CNC(=O)C=1C=NC=CC1